(1-carbamoyl-cyclobutyl)-5-(1-(2-fluorophenyl)-2-hydroxyethoxy)-2-methylbenzofuran-3-carboxamide C(N)(=O)C1(CCC1)C1=C(C=CC2=C1C(=C(O2)C)C(=O)N)OC(CO)C2=C(C=CC=C2)F